BrC1=CC2=C(N(C([C@H](CS2)NC(OC(C)(C)C)=O)=O)CC2=CC=C(C=C2)Cl)C=C1C(=O)NN tert-butyl N-[(3R)-8-bromo-5-[(4-chlorophenyl)methyl]-7-(hydrazinecarbonyl)-4-oxo-2,3-dihydro-1,5-benzothiazepin-3-yl]carbamate